N-((1S)-1-(1-(5-((ethyl(methyl)(oxo)-λ6-sulfaneylidene)amino)pyridin-2-yl)-3-methyl-1H-1,2,4-triazol-5-yl)ethyl)-2,2-difluorobenzo[d][1,3]dioxole-5-carboxamide C(C)S(=O)(C)=NC=1C=CC(=NC1)N1N=C(N=C1[C@H](C)NC(=O)C1=CC2=C(OC(O2)(F)F)C=C1)C